3-{5-[(3,5-dichlorophenyl)methoxy]pyridin-2-yl}-5-(hydroxymethyl)-1,3-oxazolidin-2-one ClC=1C=C(C=C(C1)Cl)COC=1C=CC(=NC1)N1C(OC(C1)CO)=O